FC=1C=CC(=C(C(=O)N(C)C(C)C)C1)C1=CN(C2=C1C=NC=C2)C2CN(CCC2)CC2=CC1=C(NC(N1)=O)C=C2 5-fluoro-N-isopropyl-N-methyl-2-(1-(1-((2-oxo-2,3-dihydro-1H-benzo[d]imidazol-5-yl)methyl)piperidin-3-yl)-1H-pyrrolo[3,2-c]pyridin-3-yl)benzamide